C([C@H](C(=O)[O-])N)O The molecule is the D-enantiomer of serinate. It is a conjugate base of a D-serine. It is an enantiomer of a L-serinate.